C(C)(=O)N1C2=C(OCC1)N=CC(=C2)NC(OC(C)(C)C)=O tert-Butyl N-(1-acetyl-2,3-dihydropyrido[2,3-b][1,4]oxazin-7-yl)carbamate